6-[(2R,3S)-2-amino-3-fluorobutyl]-2-chloro-7-(1,3-oxazol-2-yl)-N-(thiophen-2-ylmethyl)furo[3,2-d]pyrimidin N[C@H](CC1=C(C=2N(C(N=CC2O1)Cl)CC=1SC=CC1)C=1OC=CN1)[C@H](C)F